2-amino-1,8-dihydroxy-naphthalen-3,6-disulfonic acid NC1=C(C2=C(C=C(C=C2C=C1S(=O)(=O)O)S(=O)(=O)O)O)O